NC/C(/CN1N=CN(C1=O)C=1C=C(C=CC1)C1=CC=C(C=C1)C1=NOC=N1)=C\F 2-[(2E)-2-(aminomethyl)-3-fluoroprop-2-en-1-yl]-4-[4'-(1,2,4-oxadiazol-3-yl)biphenyl-3-yl]-2,4-dihydro-3H-1,2,4-triazol-3-one